5-[2-[1-(2-fluoroethyl)-4-piperidinyl]ethylcarbamoylamino]isothiazole-4-carboxylic acid methyl ester COC(=O)C=1C=NSC1NC(NCCC1CCN(CC1)CCF)=O